C1(CC1)C1=C(C=CC(=C1)N1CCN(CC1)C)NC1=NC=C(C(=N1)NCCCN1C(OCCCC1)=O)C(F)(F)F 3-(3-((2-((2-cyclopropyl-4-(4-methylpiperazin-1-yl)phenyl)amino)-5-(trifluoromethyl)pyrimidin-4-yl)amino)propyl)-1,3-oxazepan-2-one